C1N(CCC2=CC=CC=C12)C[C@H](CN1CCOC2=C(C1=O)C=CC(=C2)OC2CCC(CC2)N(C)CCF)O 4-[(2R)-3-(3,4-dihydro-1H-isoquinolin-2-yl)-2-hydroxypropyl]-8-[4-[2-fluoroethyl(methyl)amino]cyclohexoxy]-2,3-dihydro-1,4-benzoxazepin-5-one